(12aR)-9-bromo-10-chloro-8-methyl-1,2,3,4,12,12a-hexahydro-6H-pyrazino[2,1-C][1,4]benzooxazepin-6-one BrC1=C(C2=C(C(N3[C@@H](CO2)CNCC3)=O)C=C1C)Cl